(5-cyano-6-fluoro-4-methyl-2-oxo-1H-quinolin-3-yl)-N-[(1S)-1-(5-cyanopyrimidin-2-yl)ethyl]cyclopropane-1-carboxamide C(#N)C1=C2C(=C(C(NC2=CC=C1F)=O)C1(CC1)C(=O)N[C@@H](C)C1=NC=C(C=N1)C#N)C